(6-aminopyridin-3-yl)(4-methylpiperazin-1-yl)methanone NC1=CC=C(C=N1)C(=O)N1CCN(CC1)C